ClC1=C(C#N)C(=CC=N1)NC1=CC2=C(N(C(N2)=O)C)C=C1 2-Chloro-4-((1-methyl-2-oxo-2,3-dihydro-1H-benzo[d]-imidazol-5-yl)amino)nicotinonitrile